(S)-(1-fluorocyclopropyl)(6-(4-(2-hydroxyphenyl)piperidin-1-yl)-2-azaspiro[3.4]octan-2-yl)methanone FC1(CC1)C(=O)N1CC2(C1)C[C@H](CC2)N2CCC(CC2)C2=C(C=CC=C2)O